CC12CCCC(CCC1)(C2)C(=O)NC=2OC1=C(N2)C=CC(=C1)C(F)(F)F 5-methyl-N-[6-(trifluoromethyl)-1,3-benzoxazol-2-yl]bicyclo[3.3.1]nonane-1-carboxamide